CC1=CC=CC(=N1)C1=NC(=C2N=CNC2=N1)N1C=CC=2C=NC=CC21 2-(6-methylpyridin-2-yl)-6-(1H-pyrrolo[3,2-c]pyridin-1-yl)-9H-purine